FC(C1(CC1)[C@H](CC(=O)N[C@@H](C)C1=CC(=CC=C1)OC(F)(F)F)O)F (S)-3-(1-(difluoromethyl)cyclopropyl)-3-hydroxy-N-((S)-1-(3-(trifluoro-methoxy)phenyl)ethyl)propionamide